benzyl (2S,5R)-5-((3-(2-(methoxymethyl)cyclopropyl)-1-((2-(trimethylsilyl)ethoxy)methyl)-1H-pyrrolo[2,3-b]pyridin-4-yl)amino)-2-methylpiperidine-1-carboxylate COCC1C(C1)C1=CN(C2=NC=CC(=C21)N[C@@H]2CC[C@@H](N(C2)C(=O)OCC2=CC=CC=C2)C)COCC[Si](C)(C)C